CNCCC[C@@H](CC(NC=1SC2=C(N1)C=CC=C2OCCC)=O)NC(C2=CC(=CC=C2)C2=NOC(=N2)C)=O N-[(1S)-4-(methylamino)-1-[2-oxo-2-[(7-propoxy-1,3-benzothiazol-2-yl)amino]ethyl]butyl]-3-(5-methyl-1,2,4-oxadiazol-3-yl)benzamide